14-chloro-4-fluoro-15-hydroxy-17,17-dioxo-20-(trifluoromethyl)-10-oxa-17λ6-thia-18-azatetracyclo[17.3.1.112,16.02,7]tetracosa-1(23),2(7),3,5,12,14,16(24),19,21-nonaen-11-one ClC=1C=C2C(OCCC=3C=CC(=CC3C=3C=CC(=C(NS(C(C1O)=C2)(=O)=O)C3)C(F)(F)F)F)=O